[Na+].N(=[N+]=[N-])C1=C(C=CC=C1)S(=O)(=O)[O-] azidobenzenesulfonic acid sodium salt